(S)-1-Methyl-N-(4-((4-(Trifluoromethyl)Benzyl)Oxy)Benzyl)Pyrrolidine-2-Carboxamide CN1[C@@H](CCC1)C(=O)NCC1=CC=C(C=C1)OCC1=CC=C(C=C1)C(F)(F)F